2,4-dimethyl-4-{[2-(pyridin-4-yl)-1,7-naphthyridin-4-yl]amino}pent-an-2-ol tert-butyl-(R)-3-(3-(3-methoxyphenyl)-1H-pyrazolo[3,4-b]pyridin-1-yl)piperidine-1-carboxylate C(C)(C)(C)[C@H]1N(CCCC1N1N=C(C=2C1=NC=CC2)C2=CC(=CC=C2)OC)C(=O)OC(C)(CC(C)(NC2=CC(=NC1=CN=CC=C21)C2=CC=NC=C2)C)C